4-((R)-1-(5-fluoropyridin-2-yl)ethoxy)-6-(1-((S)-1-((S)-2-hydroxypropanoyl)piperidin-3-yl)-5-methyl-1H-pyrazol-4-yl)pyrazolo[1,5-a]pyridine-3-carbonitrile FC=1C=CC(=NC1)[C@@H](C)OC=1C=2N(C=C(C1)C=1C=NN(C1C)[C@@H]1CN(CCC1)C([C@H](C)O)=O)N=CC2C#N